Cl.NC1CCC(CC1)NC(=O)N1C=CC2=C1N=CN=C2N(C)[C@H]2CN(CC[C@H]2C)C(CC#N)=O N-(4-aminocyclohexyl)-4-(((3R,4R)-1-(2-cyanoacetyl)-4-methylpiperidin-3-yl)(methyl)amino)-7H-pyrrolo[2,3-d]pyrimidine-7-carboxamide hydrochloride